C(C)(C)N1N=C(C=C1)COC1=CC=C(C=C1)C=1N=CN(C1)C(=O)NCC1CN(CC1)C1=CC=CC=C1 4-(4-((1-isopropyl-1H-pyrazol-3-yl)methoxy)phenyl)-N-((1-phenylpyrrolidin-3-yl)methyl)-1H-imidazole-1-carboxamide